2-[(3R)-3-(methoxymethyl)[1,4'-bipiperidin]-1'-yl]-1,3-thiazole-5-carboxamide COC[C@H]1CN(CCC1)C1CCN(CC1)C=1SC(=CN1)C(=O)N